3-bromo-5-(trifluoromethoxy)aniline BrC=1C=C(N)C=C(C1)OC(F)(F)F